C(C1=CC=CC=C1)OC(=O)N([C@@H](CCC)C(=O)N[C@@H]([C@@H](C)CC)C(=O)N1[C@@H](CCC1)C(=O)OC(C)(C)C)C tert-Butyl N-[(benzyloxy)carbonyl]-N-methyl-L-norvalyl-L-isoleucyl-L-prolinate